C1(CC1)COC=1C=C(C=CC1)C=1C=C(C(=NC1)C(=O)NCC(C(=O)O)(C)C)O 3-(5-(3-(cyclopropylmethoxy)phenyl)-3-hydroxypicolinamido)-2,2-dimethylpropanoic acid